ClC1=NC(=C2N=CN(C2=N1)[C@H]1[C@@H]([C@@H]([C@H](O1)CN(C(CP1(NC2=C(CO1)C=CC=C2C)=O)=O)C)O)O)NC2CCCC2 N-{[(2R,3S,4R,5R)-5-[2-chloro-6-(cyclopentylamino)-9H-purin-9-yl]-3,4-dihydroxyoxolan-2-yl]methyl}-N-methyl-2-(8-methyl-2-oxo-2,4-dihydro-1H-3,1,2λ5-benzoxazaphosphinin-2-yl)acetamide